NC1=C(SC2=NC(=CC=C21)C)C(=O)NC2CC=1C(=CC(=NC1CC2)N2CC(C(C2)CF)N)F 3-amino-N-{2-[3-amino-4-(fluoromethyl)pyrrolidin-1-yl]-4-fluoro-5,6,7,8-tetrahydroquinolin-6-yl}-6-methylthieno[2,3-b]pyridine-2-carboxamide